1-(3-Iodobenzyl)-1H-indol-5-amine IC=1C=C(CN2C=CC3=CC(=CC=C23)N)C=CC1